The molecule is a pentacarboxylic acid anion. It is a conjugate base of a pentetate(2-). It is a conjugate acid of a pentetate(4-). C(CN(CC(=O)O)CC(=O)[O-])N(CCN(CC(=O)O)CC(=O)[O-])CC(=O)[O-]